CN1C(=NC=C1)C[C@@H](C(=O)N[C@@H](CCCC1=CC=CC=C1)B(O)O)NC(=O)C1=NC=CN=C1 ((R)-1-((S)-3-(1-methyl-1H-Imidazol-2-yl)-2-(pyrazine-2-carboxamido)propanamido)-4-phenylbutyl)boronic acid